C1(=CC=C(C=C1)S(=O)(=O)[O-])C 4-tolyl-sulphonate